COC(=O)C1=CC2=C(CCO2)C=C1 2,3-dihydrobenzofuran-6-carboxylic acid methyl ester